fluoro-5'-(4-(trifluoromethyl)-6-(2-(trimethylsilyl)ethoxy)nicotinamido)-4'-((3S,5R)-3,4,5-trimethylpiperazin-1-yl)-[1,1'-biphenylyl]carboxylic acid FOC(=O)C1=C(C=CC=C1)C1=CC=C(C(=C1)NC(C1=CN=C(C=C1C(F)(F)F)OCC[Si](C)(C)C)=O)N1C[C@@H](N([C@@H](C1)C)C)C